(2S,3S,4S)-4-(4-methoxyphenyl)-2-methylpiperidine-3-carboxylic acid ethyl ester C(C)OC(=O)[C@@H]1[C@@H](NCC[C@@H]1C1=CC=C(C=C1)OC)C